NCC=1C=CC(=NC1)C1CC[C@H]2CC(N(C=3N=C(C=CC3C(NS(C=3C=CC=C(N1)N3)(=O)=O)=O)C(C)(C)C)C2)(C)C (14S)-17-[5-(aminomethyl)pyridin-2-yl]-8-tert-butyl-12,12-dimethyl-2λ6-thia-3,9,11,18,23-pentaazatetracyclo[17.3.1.111,14.05,10]tetracosa-1(23),5(10),6,8,19,21-hexaene-2,2,4-trione